N-(2-picolyl)p-methoxybenzenesulfonamide N1=C(C=CC=C1)CNS(=O)(=O)C1=CC=C(C=C1)OC